CC1=CC=C(C=2N=C(N(C21)C/C(=C/CNC(=O)OC(C)(C)C)/F)C)Br methyl-7-bromo-3-[(Z)-4-(tert-butoxycarbonylamino)-2-fluoro-but-2-enyl]-2-methyl-benzimidazole